3-(2-(t-butoxycarbonyl)-1-oxo-7-vinylisoindol-4-yl)-1H-pyrrolo[2,3-b]pyridine-1-carboxylic acid tert-butyl ester C(C)(C)(C)OC(=O)N1C=C(C=2C1=NC=CC2)C2=C1CN(C(C1=C(C=C2)C=C)=O)C(=O)OC(C)(C)C